FC(C(C(F)(F)F)C1N(CCN(C1)CC1=C(C=C(C=C1)C(F)(F)F)N1CCCC1)C(=O)O)(F)F 1,1,1,3,3,3-hexafluoropropane-2-yl-4-(2-(pyrrolidin-1-yl)-4-(trifluoromethyl)benzyl)piperazine-1-carboxylic acid